NC1=C2N=CN(C2=NC=N1)[C@H]1C=C[C@H](C1)OCP(=O)(OC1=CC=CC=C1)N[C@@H](C)C(=O)OCC Ethyl (((((1S,4R)-4-(6-amino-9H-purin-9-yl)cyclopent-2-en-1-yl)oxy)methyl)(phenoxy)phosphoryl)-L-alaninate